C(CCCCCCCCCC\C=C\C)=O (E)-12-tetradecenal